C(C(C)C)C1=C(C=CS1)C 5-isobutyl-4-methylthiophen